2-chloro-6-(2-fluoro-1-(pyridin-3-yl)ethoxy)pyrazine ClC1=NC(=CN=C1)OC(CF)C=1C=NC=CC1